chloropicolinide ClC=1C([N-]C=CC1)C